4-chloro-N-(3-((7-(2,6-dioxopiperidin-3-yl)-6-oxo-7,8-dihydro-2H,6H-spiro[furo[2,3-e]isoindole-3,4'-piperidin]-1'-yl)methyl)phenyl)benzamide ClC1=CC=C(C(=O)NC2=CC(=CC=C2)CN2CCC3(CC2)COC2=C4CN(C(C4=CC=C23)=O)C2C(NC(CC2)=O)=O)C=C1